N-(3-fluoro-5-(trifluoro-methyl)phenyl)-6-(imidazo-[1,2-a]pyridine-3-carbonyl)-4,5,6,7-tetrahydrothieno-[2,3-c]pyridine-3-carboxamide FC=1C=C(C=C(C1)C(F)(F)F)NC(=O)C1=CSC=2CN(CCC21)C(=O)C2=CN=C1N2C=CC=C1